C1(CC1)C(CB1OC(C(O1)(C)C)(C)C)B1OC(C(O1)(C)C)(C)C 2,2'-(cyclopropylethylene)bis(4,4,5,5-tetramethyl-1,3,2-dioxaborolane)